2-iodocumene IC1=C(C=CC=C1)C(C)C